N-Succinimidyl-(2-pyridyldithio) butanoate C(CCC)(=O)OSSC1N(C=CC=C1)N1C(CCC1=O)=O